FC(C)(F)C=1N=CN(C(C1OC=1C(=C(C#N)C=C(C1)C)F)=O)CC1=C(N=C(NC1=O)C)C 3-((4-(1,1-difluoroethyl)-1-((2,4-dimethyl-6-oxo-1,6-dihydropyrimidin-5-yl)methyl)-6-oxo-1,6-dihydropyrimidin-5-yl)oxy)-2-fluoro-5-methylbenzonitrile